BrC1=CC=C2C(=C(N(C2=C1)C(=O)OC(C)(C)C)C1=CC(=NC(=C1)C)C)C tert-butyl 6-bromo-2-(2,6-dimethyl-4-pyridyl)-3-methyl-indole-1-carboxylate